C(C)OC1=CC=C(C=C1)C1=NC2=C(N1)C=CC(=C2)N2C(C1=CC=C(C=C1C2)N2C=CC=C2)=O 2-(2-(4-ethoxyphenyl)-1H-benzimidazol-5-yl)-5-(1H-pyrrol-1-yl)isoindolin-1-one